CC1=CC(OC2=CC(=CC=C12)NC(CCCCCCCCCCCCCCC)=O)=O N-(4-methyl-2-oxo-chromen-7-yl)-hexadecanamide